S1NCCCC12CCCCC2 thiaazaspiro[5.5]undecan